3-Iodo-7-[[(3S)-3-methyl-1-piperidinyl]methyl]-9-(trifluoromethyl)pyrido[1,2-a]pyrimidine IC1=CN=C2N(C1)C=C(C=C2C(F)(F)F)CN2C[C@H](CCC2)C